1-bromo-propylamine hydrobromide Br.BrC(CC)N